4-(4-aminothiazol-2-yl)benzamide NC=1N=C(SC1)C1=CC=C(C(=O)N)C=C1